3-[3-[4-(trifluoromethyl)anilino]-2-pyridyl]-4H-1,2,4-oxadiazol-5-one FC(C1=CC=C(NC=2C(=NC=CC2)C2=NOC(N2)=O)C=C1)(F)F